NCC1CCN(CC1)C(=O)C1=C(C=C(C=C1)NC=1C=2N(C=CN1)C(=CN2)C2=C(C(=C(C=C2)OC)F)F)C (4-(aminomethyl)piperidin-1-yl)(4-((3-(2,3-difluoro-4-methoxyphenyl)imidazo[1,2-a]pyrazin-8-yl)amino)-2-methylphenyl)methanone